CN(CCCC(=O)OC(CCCCCCCC(=O)OC(CCCCCCCC)CCCCCCCC)(CCCCCCCCC)CCCCCCCCC)C heptadecan-9-yl 9-((4-(dimethylamino)butanoyl)oxy)-9-nonyloctadecanoate